FC1=C(C=C(C=C1C)F)C(\C=C(\C)/N(C)C)=O (Z)-1-(2,5-difluoro-3-methylphenyl)-3-(dimethylamino)but-2-ene-1-one